3-((4-iodopyridin-2-yl)amino)propionitrile IC1=CC(=NC=C1)NCCC#N